2-methylpropyl-trimethyl-ammonium chloride [Cl-].CC(C[N+](C)(C)C)C